5-(3-Bromophenyl)-3-(2,3-dihydro-1,4-benzodioxin-6-yl)-1H-pyrazole BrC=1C=C(C=CC1)C1=CC(=NN1)C1=CC2=C(OCCO2)C=C1